O=C1N(CCNC1)C=1SC2=C(CN(CC2)C(=O)OC(C)(C)C)N1 tert-butyl 2-(2-oxopiperazin-1-yl)-6,7-dihydro-4H-thiazolo[4,5-c]pyridine-5-carboxylate